5-methoxy-2-(2-oxoethyl)-2,3-dihydro-1H-indene-2-carboxylic acid methyl ester COC(=O)C1(CC2=CC=C(C=C2C1)OC)CC=O